C=1N=CN2C1C1=CC=CC=C1[C@@H]2[C@@H]2[C@H](C1=CC=CC=C1C2)O (1R,2R)-2-((s)-5H-imidazo[5,1-a]isoindol-5-yl)-2,3-dihydro-1H-inden-1-ol